vinylmethyl-chlorosilane C(=C)C[SiH2]Cl